E-3-acryl-3-allylazetidine-1-carboxylic acid tert-butyl ester C(C)(C)(C)OC(=O)N1CC(C1)(CC=C)C(=O)C=C